6-(5-(4-(Methylsulfonyl)piperazin-1-yl)-2H-indazol-2-yl)-4-(trifluoromethyl)pyridin-2-ol CS(=O)(=O)N1CCN(CC1)C1=CC2=CN(N=C2C=C1)C1=CC(=CC(=N1)O)C(F)(F)F